(R)-N'-(2-hydroxybenzylidene)-2-((3-fluorophenyl)amino)propionyl-hydrazine OC1=C(C=NNC([C@@H](C)NC2=CC(=CC=C2)F)=O)C=CC=C1